C(C)(C)SC1=CC=CC(=N1)C=1C=C2C=CC(=CC2=CC1)OCCCC(=O)OCC ethyl 4-[6-(6-isopropylsulfanyl-pyridin-2-yl)-naphthalen-2-yloxy]-butyrate